ClC=1C=C(C2=C(N1)N(C=C2)CC(C)C)C=O C6-chloro-1-isobutyl-1H-pyrrolo[2,3-b]pyridine-4-carbaldehyde